COC1(CCOCC1)C1COC2=CC=CC=C2C1=O 3-(4-METHOXYTETRAHYDROPYRAN-4-YL)CHROMAN-4-ONE